4-fluoro-1-(fluorophenyl)sulfonyl-2-methyl-benzene FC1=CC(=C(C=C1)S(=O)(=O)C1=C(C=CC=C1)F)C